ClC=1C(=NC=CC1C=1C=NN(C1)C(C)OCC)NC(=S)NC(OCC)=O ethyl N-({3-chloro-4-[1-(1-ethoxyethyl)pyrazol-4-yl]pyridin-2-yl}carbamothioyl)carbamate